NC(CC1=C(C(=O)O)C=CC=N1)C(=O)O (2-amino-2-carboxyethyl)nicotinic acid